C1(=CC=CC=C1)OP(OC1=CC=CC=C1)(O)=O Diphenyl-Phosphoric Acid